4-chloro-5-iodo-1H-pyrrolo[2,3-d]pyrimidine ClC1=C2C(NC=N1)=NC=C2I